CC=1N=CC=2N(C1)C=CC2C(=O)N 3-methylpyrrolo[1,2-a]pyrazine-8-carboxamide